(3S,5S,8S,10S,13R,14S,17R)-3-ethyl-17-((R)-6-hydroxy-6-methylheptan-2-yl)-10,13-dimethyl-2,3,4,5,6,7,8,10,12,13,14,15,16,17-tetradecahydro-1H-cyclopenta[a]phenanthren-3-ol C(C)[C@@]1(CC[C@@]2(C3=CC[C@@]4([C@H](CC[C@H]4[C@@H]3CC[C@H]2C1)[C@H](C)CCCC(C)(C)O)C)C)O